BrC1=CC2=C(S(C(C(CN2C2=CC(=CC=C2)F)CCC(C)(F)F)F)(=O)=O)C=C1OC 7-bromo-3-(3,3-difluorobutyl)-2-fluoro-5-(3-fluorophenyl)-8-methoxy-2,3,4,5-tetrahydrobenzo[b][1,4]thiazepine 1,1-dioxide